OCCOC1=CC(=C(C=C1)C(CCC1=C(N=C(S1)C1=CC=C(C=C1)C(F)(F)F)C(C)C)O)C 1-(4-(2-hydroxyethoxy)-2-methylphenyl)-3-(4-isopropyl-2-(4-(trifluoromethyl)phenyl)thiazol-5-yl)propan-1-ol